NC1(CC1)C1=NN=C(O1)C1=C(NC2=CC=C(C=C2)C(F)(F)F)C=CC=C1 2-(5-(1-aminocyclopropyl)-1,3,4-oxadiazol-2-yl)-N-(4-(trifluoromethyl)phenyl)aniline